(2-Methylpyridin-3-yl)thiophene-2-carboxamide CC1=NC=CC=C1C1=C(SC=C1)C(=O)N